3-[2,5-Bis(propan-2-yl)thiophen-3-yl]-1-{[(3R)-1-methylpiperidin-3-yl][1-(propan-2-yl)-1H-pyrazol-4-yl]sulfamoyl}urea CC(C)C=1SC(=CC1NC(NS(N(C=1C=NN(C1)C(C)C)[C@H]1CN(CCC1)C)(=O)=O)=O)C(C)C